C(C1=CC=CC=C1)C1=CC=2C(=NC=CC2C=2C=C3C(=NNC3=CC2)N)N1 5-(2-benzyl-1H-pyrrolo[2,3-b]pyridin-4-yl)-1H-indazol-3-amine